tetramethylpiperidol CC1(C(N(CCC1)O)(C)C)C